N1N=CC(=C1)CCN 2-(1H-pyrazol-4-yl)ethanamine